(R)-N-(3,3-difluoro-1-methylpiperidin-4-yl)-6-fluoro-4-(methoxy-d3)-5-(1-(2,2,2-trifluoroethyl)-1H-benzo[d][1,2,3]triazol-6-yl)pyrrolo[2,1-f][1,2,4]triazin-2-amine FC1(CN(CC[C@H]1NC1=NN2C(C(=N1)OC([2H])([2H])[2H])=C(C(=C2)F)C=2C=CC1=C(N(N=N1)CC(F)(F)F)C2)C)F